NC1=C2N=CN(C2=NC=N1)C[C@@H](C)OCP(OCCCOCCCCCCCCC#CC1=CC=C(C=C1)[Si](C)(C)C)(O)=O 3-((10-(4-(trimethylsilyl)phenyl)dec-9-yn-1-yl)oxy)propyl hydrogen ((((R)-1-(6-amino-9H-purin-9-yl)propan-2-yl)oxy)methyl)phosphonate